C1=CC=CC=2C3=CC=CC=C3C(C12)COC(=O)N[C@@H](CCC(=O)O)C(=O)OC(C)(C)C (S)-4-((((9H-fluoren-9-yl)methoxy)carbonyl)amino)-5-(tert-butyloxy)-5-oxopentanoic acid